(2s,4s)-2-(4-(3,5-dimethylphenyl)piperidine-1-carbonyl)-7-oxa-5-azaspiro[3.4]Octane-6-one CC=1C=C(C=C(C1)C)C1CCN(CC1)C(=O)C1CC2(C1)NC(OC2)=O